3-amino-4,4'-bipyridine NC=1C=NC=CC1C1=CC=NC=C1